N-tert-butyl-2-[[2-(pyrimidin-4-yl)-5H,6H,7H-cyclopenta[d]pyrimidin-4-yl]amino]acetamide C(C)(C)(C)NC(CNC=1C2=C(N=C(N1)C1=NC=NC=C1)CCC2)=O